4-bromo-2-methyl-7-[{5-(trifluoromethyl)pyridin-2-yl}oxy]benzo[d]thiazole BrC1=CC=C(C2=C1N=C(S2)C)OC2=NC=C(C=C2)C(F)(F)F